(+)-1-methoxy-2-propylamine COCC(C)N